N-(4-(3-methyl-2,6-dioxopiperidin-3-yl)pyridin-2-yl)acetamide hydrochloride Cl.CC1(C(NC(CC1)=O)=O)C1=CC(=NC=C1)NC(C)=O